ClC=1C2=C(N=CN1)N(C=C2C2COC2)C 4-chloro-7-methyl-5-(oxetan-3-yl)-7H-pyrrolo[2,3-d]pyrimidine